COC(O)(OC)OC trimethoxymethanol